2-(6-{[(3s,4s)-4-fluoro-1-methylpyrrolidin-3-yl]amino}[1,3]thiazolo[4,5-c]pyridazin-3-yl)-5-(1H-pyrazol-4-yl)phenol formate salt C(=O)O.F[C@@H]1[C@H](CN(C1)C)NC=1SC2=C(N=NC(=C2)C2=C(C=C(C=C2)C=2C=NNC2)O)N1